[Na].N1=CC=CC2=CC=CC=C12 quinoline sodium salt